methyl 4-{5-trifluoromethyl-5-hydroxy-4,5-dihydro-1,2-oxazol-3-yl}benzoate FC(C1(CC(=NO1)C1=CC=C(C(=O)OC)C=C1)O)(F)F